CS(=O)(=O)NCCNC(C)=O N-[2-(methanesulfonamido)-ethyl]-acetamide